C1OCC12CN(C2)C2=CC=C(C=N2)N2N=CC1=CC=C(C=C21)OC2CCCC=1C=C(C=NC21)C#N 8-((1-(6-(2-Oxa-6-azaspiro[3.3]heptan-6-yl)pyridin-3-yl)-1H-indazol-6-yl)oxy)-5,6,7,8-tetrahydroquinoline-3-carbonitrile